((S)-3-(4-(5-(2,3-dihydro-1H-inden-4-yl)-6-methoxy-1H-pyrazolo[4,3-b]pyridin-3-yl)-1H-pyrazol-1-yl)azetidin-1-yl)((1s,3r)-3-hydroxy-3-methylcyclobutyl)methanone C1CCC2=C(C=CC=C12)C1=C(C=C2C(=N1)C(=NN2)C=2C=NN(C2)C2CN(C2)C(=O)C2CC(C2)(C)O)OC